N-(2-hydroxy-2-Methylpropyl)-4-((S)-2-methylpiperidine-1-carbonyl)thiazole-2-carboxamide ethyl-1-methyl-6-(phenylsulfonyl)-4,5,6,7-tetrahydro-1H-pyrrolo[2,3-c]pyridine-2-carboxylate C(C)OC(=O)C1=CC2=C(CN(CC2)S(=O)(=O)C2=CC=CC=C2)N1C.OC(CNC(=O)C=1SC=C(N1)C(=O)N1[C@H](CCCC1)C)(C)C